2-((tert-Butyldimethylsilyloxy)ethoxy)cyclopropane-1-carbaldehyde [Si](C)(C)(C(C)(C)C)OCCOC1C(C1)C=O